4-acetylamino-6-(4-bromo-3-fluorophenyl)-3-chloro-pyridine-2-carboxylic acid methyl ester COC(=O)C1=NC(=CC(=C1Cl)NC(C)=O)C1=CC(=C(C=C1)Br)F